N-{[3-(4-{[(3S,4R)-3-fluoro-1-methylpiperidin-4-yl]amino}-1-(2,2,2-trifluoroethyl)-1H-indol-2-yl)-1,2,4-oxadiazol-5-yl]methyl}-1H-indole-6-carboxamide F[C@H]1CN(CC[C@H]1NC1=C2C=C(N(C2=CC=C1)CC(F)(F)F)C1=NOC(=N1)CNC(=O)C1=CC=C2C=CNC2=C1)C